COC=1C=C(C=CC1)C=1C=C(OC1)C(=O)O 4-(3-methoxyphenyl)furan-2-carboxylic acid